C(C)(C)(C)OC(C(CN(C)C1=CC=C(C=C1)Br)O[Si](C)(C)C(C)(C)C)=O 3-((4-bromophenyl)(methyl)amino)-2-((t-butyldimethylsilyl)oxy)-propanoic acid tert-butyl ester